2-((1-(2-cyanopropan-2-yl)-3-methyl-1H-pyrazol-4-yl)amino)-7-cyclopropyl-4-(methylamino)pyrrolo[2,1-f][1,2,4]triazine-5-carbonitrile C(#N)C(C)(C)N1N=C(C(=C1)NC1=NN2C(C(=N1)NC)=C(C=C2C2CC2)C#N)C